ClC=1C(=C(C=CC1)C=1CCCC2=C(C1C1=CC=C(C=C1)CC1CN(C1)CCCF)C=CC(=C2)C(=O)O)F 8-(3-chloro-2-fluorophenyl)-9-(4-((1-(3-fluoropropyl)azetidin-3-yl)methyl)phenyl)-6,7-dihydro-5H-benzo[7]annulene-3-carboxylic acid